But-3-ynamine C(CC#C)N